BrC=1C=C2C(=CC=NC2=CC1)OC1=CC(=CC(=C1)OC)OC 6-Bromo-4-(3,5-dimethoxyphenoxy)quinoline